5-(4-(2-fluoro-6-methylpyridin-3-yl)-3-methylphenoxy)-1H-1,2,3-triazole-4-carboxylic acid FC1=NC(=CC=C1C1=C(C=C(OC2=C(N=NN2)C(=O)O)C=C1)C)C